CC1CCC(C2C(C3=CC=CC=C3C(C12)=O)=O)C 1,4-dimethyl-1,2,3,4,4a,9a-hexahydroanthraquinone